6-isopropyl-5-(8-methoxy-[1,2,4]triazolo[1,5-a]pyridin-6-yl)-1-(1-propylpiperidin-4-yl)-1,3-dihydro-2H-benzo[d]imidazol-2-one C(C)(C)C=1C(=CC2=C(N(C(N2)=O)C2CCN(CC2)CCC)C1)C=1C=C(C=2N(C1)N=CN2)OC